1-(5-amino-pyridin-2-yl)-acetone NC=1C=CC(=NC1)CC(=O)C